NC=1NC(C2=C(N1)NC(=C2C2=CC1=C(CCO1)C=C2)C2=CC=C(C=C2)S(=O)(=O)N(C)C)=O 4-(2-amino-5-(2,3-dihydrobenzofuran-6-yl)-4-oxo-4,7-dihydro-3H-pyrrolo[2,3-d]pyrimidin-6-yl)-N,N-dimethylbenzenesulfonamide